8-(1-(2,2-difluoroethyl)-1H-pyrazolo[3,4-b]pyrazin-6-yl)-1-(2-methoxyethyl)-3-(4-(trifluoromethyl)pyridin-2-yl)-1,3,8-triazaspiro[4.5]decane-2,4-dione FC(CN1N=CC=2C1=NC(=CN2)N2CCC1(C(N(C(N1CCOC)=O)C1=NC=CC(=C1)C(F)(F)F)=O)CC2)F